diisopropyl-tin C(C)(C)[Sn]C(C)C